ClC1NC=C(C2=CC(=NC=C12)Cl)C(=C)C 1,6-Dichloro-4-(prop-1-en-2-yl)-1,2-dihydro-2,7-naphthyridine